3-(4,7-Difluoro-1-oxo-5-(piperazin-1-yl-2,2,3,3,5,5,6,6-d8)isoindoline-2-yl)piperidine-2,6-dione FC1=C2CN(C(C2=C(C=C1N1C(C(NC(C1([2H])[2H])([2H])[2H])([2H])[2H])([2H])[2H])F)=O)C1C(NC(CC1)=O)=O